6-fluoro-7-(8-methyl-2,3-dihydro-1H-pyrido[2,3-b][1,4]oxazin-7-yl)-N2-(1-(piperidin-4-yl)-1H-pyrazol-4-yl)quinazoline-2,5-diamine FC1=C(C=2C=NC(=NC2C=C1C1=C(C2=C(OCCN2)N=C1)C)NC=1C=NN(C1)C1CCNCC1)N